FC(C1=CC=C(OCCNC(OC(C)(C)C)=O)C=C1)(F)F tert-butyl (2-(4-(trifluoromethyl)phenoxy)ethyl)carbamate